FC=1C=C(C(=C(N)C1)OC)C1=NC=C(N=C1)C 5-fluoro-2-methoxy-3-(5-methylpyrazine-2-yl)aniline